NC1=C2C(=NC=N1)N(N=C2C=2NC1=CC(=CC=C1C2Cl)C(=O)O)C(C)(C)C 2-(4-Amino-1-(tert-butyl)-1H-pyrazolo[3,4-d]pyrimidin-3-yl)-3-chloro-1H-indole-6-carboxylic acid